gold-nickel-chromium-iron-silicon-boron [B].[Si].[Fe].[Cr].[Ni].[Au]